(phenyl(1-((2-(trimethylsilyl)ethoxy)methyl)-1H-imidazol-2-yl)methyl)aniline C1(=CC=CC=C1)C(C=1N(C=CN1)COCC[Si](C)(C)C)NC1=CC=CC=C1